FC1(CN=C(C2=CC=CC(=C12)F)C=1C=NC2=CC=CC=C2C1)F 3-(4,4,5-trifluoro-3,4-dihydroisoquinolin-1-yl)quinoline